Isostearyl-titanium C(CCCCCCCCCCCCCCC(C)C)[Ti]